1-ethyl-4-hydroxy-3-(2,2,2-trifluoroethan-1-one-1-yl)benzo[h]quinoline C(C)N1CC(=C(C2=CC=C3C(=C12)C=CC=C3)O)C(C(F)(F)F)=O